C(C)OC(C(C(C(C1=CC(=C(C(=C1)F)F)F)C#N)=O)(C)C)=O.C(C1=CC=CC=C1)(=O)ON(CC1=CC=CC2=CC=CC=C12)CC1=CC=CC=C1 O-benzoyl-N-benzyl-N-(naphthalen-1-ylmethyl)hydroxylamine ethyl-4-cyano-2,2-dimethyl-3-oxo-4-(3,4,5-trifluorophenyl)butanoate